NC1C(CCCC1N)O 2,3-diaminocyclohexanol